COC(=O)C12C(N(C(C(CN(C1)CCCN1CC3(C(N(C(C(C1)(C3=O)C(=O)OC)C3=NC=CC=C3)CC3=NC=CC=C3)C3=NC=CC=C3)C(=O)OC)(C2=O)C(=O)OC)C2=NC=CC=C2)CC2=NC=CC=C2)C2=NC=CC=C2 1,3-di{1,5-di(methoxycarbonyl)-3-(pyridin-2-ylmethyl)-9-oxo-2,4-di(pyridin-2-yl)-3,7-diazabicyclo[3.3.1]nonan-7-yl}propane